methyl 6-methyl-1-(2,2,2-trifluoroethyl)-1H-indazole-3-carboxylate CC1=CC=C2C(=NN(C2=C1)CC(F)(F)F)C(=O)OC